O=C\1NC2=CC=CC=C2/C1=C/1\C(NC2=CC=CC=C12)=O (3E)-3-(2-oxo-1H-indol-3-ylidene)-1H-indol-2-one